(3S,4S)-tert-Butyl 3-fluoro-4-(4-(8-methyl-7-((2-methyl-1-((2-(trimethylsilyl)ethoxy)methyl)-1H-benzo[d]imidazol-6-yl)oxy)quinoxalin-2-yl)-1H-pyrazol-1-yl)piperidine-1-carboxylate F[C@H]1CN(CC[C@@H]1N1N=CC(=C1)C1=NC2=C(C(=CC=C2N=C1)OC=1C=CC2=C(N(C(=N2)C)COCC[Si](C)(C)C)C1)C)C(=O)OC(C)(C)C